O1C(CCCC1)N1N=CC2=CC=C(C=C12)C(=O)OC Methyl 1-(tetrahydro-2H-pyran-2-yl)-1H-indazole-6-carboxylate